4-(2-chloroethyl)-7-(2-(4-hydroxyphenyl)propan-2-yl)-3,4-dihydro-2H-benzo[b][1,4]oxazine-5-carbonitrile ClCCN1C2=C(OCC1)C=C(C=C2C#N)C(C)(C)C2=CC=C(C=C2)O